N-(2-(2-methoxyethoxy)-5-(5-nitro-4-(1-oxo-1,2,3,4-tetrahydroisoquinolin-6-yl)-1H-pyrazol-1-yl)phenyl)acrylamide COCCOC1=C(C=C(C=C1)N1N=CC(=C1[N+](=O)[O-])C=1C=C2CCNC(C2=CC1)=O)NC(C=C)=O